C(C)OC(=O)C1=C(C2=C(S1)C(=CC=C2)Br)N 3-amino-7-bromobenzo[b]thiophene-2-carboxylic acid ethyl ester